(3-methyloxetan-3-yl)-4-(3-bromopyrazolo[1,5-a]pyrimidin-5-yl)piperazine-1-carboxylate CC1(COC1)OC(=O)N1CCN(CC1)C1=NC=2N(C=C1)N=CC2Br